10,13-Dihydroxyoctacosanoic acid OC(CCCCCCCCC(=O)O)CCC(CCCCCCCCCCCCCCC)O